4-fluoro-6-[(2-hydroxy-2-methyl-propionyl)amino]indan-2-carboxylic acid ethyl ester C(C)OC(=O)C1CC2=CC(=CC(=C2C1)F)NC(C(C)(C)O)=O